(6aR,8R,9S,9aS)-8-allyl-2,2,4,4-tetraisopropyltetrahydro-6H-furo[3,2-f][1,3,5,2,4]-trioxadisilocin-9-ol C(C=C)[C@@H]1[C@@H]([C@@H]2O[Si](O[Si](OC[C@H]2O1)(C(C)C)C(C)C)(C(C)C)C(C)C)O